1-butyl-3-(4-sulfobutyl)benzimidazole hydrogensulfate S(=O)(=O)(O)O.C(CCC)N1CN(C2=C1C=CC=C2)CCCCS(=O)(=O)O